C(CC)(=O)O propan-ic acid